2-(tributylstannyl)-Thiazole C(CCC)[Sn](C=1SC=CN1)(CCCC)CCCC